CN1C=NC2=C1C=NC=C2C2=C(N=C(C=N2)NC2=CC=C(C=C2)N2CCOCC2)C(F)(F)F 6-(3-Methylimidazo[4,5-c]pyridin-7-yl)-3-(4-morpholinoanilino)-5-(trifluoromethyl)pyrazine